5-methyl-4-(4-((5-methyl-2-(4-methylpiperazin-1-yl)pyrimidin-4-yl)amino)phenyl)pyrimidin-2-amine CC=1C(=NC(=NC1)N)C1=CC=C(C=C1)NC1=NC(=NC=C1C)N1CCN(CC1)C